5-cyano-N-(1-(4-(difluoromethoxy)phenyl)-2,2,2-trifluoroethyl)pyridine-3-sulfonamide C(#N)C=1C=C(C=NC1)S(=O)(=O)NC(C(F)(F)F)C1=CC=C(C=C1)OC(F)F